C(C)OC(CN1N=C(C(=C(C1=O)C(C)=O)OCC(C)C)C(C)C)=O.OC1=C(C2=CC=CC=C2C=C1)CC=1C(N=C2C=CC=CC12)=O ((2-hydroxynaphthalen-1-yl)methyl)indol-2-one ethyl-2-(5-acetyl-4-isobutoxy-3-isopropyl-6-oxopyridazin-1(6H)-yl)acetate